CN(C)CC=1C=C(C(=C(C1)[C@H](C(=O)O)N1C[C@@H](CC1)OCCCCCC1=NC=2NCCCC2C=C1)OC)F (R)-2-(5-((dimethylamino)methyl)-3-fluoro-2-methoxyphenyl)-2-((R)-3-((5-(5,6,7,8-tetrahydro-1,8-naphthyridin-2-yl)pentyl)oxy)pyrrolidin-1-yl)acetic acid